CC1OCC2=C1C=NC=1C=CC(=CC21)C(=O)NCC2=NC=C(C=C2)C(F)(F)F 3-methyl-N-((5-(trifluoromethyl)-2-pyridinyl)methyl)-1,3-dihydrofuro[3,4-c]quinoline-8-carboxamide